(2R,3R,4S,5S,6R)-2-(4-chloro-3-(4-ethoxyphenyl)phenyl)-6-hydroxymethyl-tetrahydro-2H-pyran-3,4,5-triol ClC1=C(C=C(C=C1)[C@H]1O[C@@H]([C@H]([C@H]([C@H]1O)O)O)CO)C1=CC=C(C=C1)OCC